Ketoisophorone CC1=CC(=O)CC(C1=O)(C)C